N1C=C(C=2C1=NC=CC2)C2=NN(C=C2)C2=NC(=NC(=C2)N2CCOCC2)[C@@H](CO)OC (S)-2-(4-(3-(1H-pyrrolo[2,3-b]pyridin-3-yl)-1H-pyrazol-1-yl)-6-morpholinopyrimidin-2-yl)-2-methoxyethan-1-ol